ClC=1C=CC(=C(C1)C1=CC(=C(N1C)C)C(=O)OC)C(=O)N1CC2=CC=CC=C2C[C@H]1COCCN1CCOCC1 Methyl 5-(5-chloro-2-{[(3S)-3-{[2-(morpholin-4-yl)ethoxy]methyl}-3,4-dihydroisoquinolin-2(1H)-yl]carbonyl}phenyl)-1,2-dimethyl-1H-pyrrole-3-carboxylate